OC1(CN(C(C=2N(C1)N=C1C2CN(CC1)C(=O)OC(C)(C)C)=O)C)C1=CC=CC=C1 tert-butyl 8-hydroxy-10-methyl-11-oxo-8-phenyl-3,4,8,9,10,11-hexahydro-1H-pyrido[4',3':3,4]pyrazolo[1,5-a][1,4]diazepine-2(7H)-carboxylate